F[P-](F)(F)(F)(F)F.N1(N=NC2=C1C=CC=C2)OC2N(CCC2)P(N2CCCC2)N2CCCC2 benzotriazol-1-yl-oxytripyrrolidylphosphine hexafluorophosphate